C(C1=CC=CC=C1)OC1=CC=C2C(=C(NC(C2=C1)=O)C(COC)(C)C)C1=CC=C(C=C1)F 7-(benzyloxy)-4-(4-fluorophenyl)-3-(1-methoxy-2-methylpropan-2-yl)isoquinolin-1(2H)-one